C1(CCCCC1)P(C1=C(C=CC=C1)C1=C(C=CC=C1OC)OC)C1CCCCC1 Dicyclohexyl-(2',6'-dimethoxy[1,1'-biphenyl]-2-yl)phosphane